[5-amino-7-bromo-3-(2,2-difluoroethyl)-2-methylindazol-6-yl](2-chloro-5-fluorophenyl)methanone NC1=CC2=C(N(N=C2C(=C1C(=O)C1=C(C=CC(=C1)F)Cl)Br)C)CC(F)F